ethyl 2-(3-cyanophenyl)-1-{[4-(methoxycarbonyl)benzyl]oxy}-4-methyl-1H-imidazole-5-carboxylate C(#N)C=1C=C(C=CC1)C=1N(C(=C(N1)C)C(=O)OCC)OCC1=CC=C(C=C1)C(=O)OC